C(C)(C)(C)OC(=O)N1C[C@@H]2C[C@@H]2[C@H](C1)O |r| rac-(1R,5R,6S)-5-hydroxy-3-azabicyclo[4.1.0]Heptane-3-carboxylic acid tert-butyl ester